C(C)(C)(C)[C@H]1C[C@@H]([C@H](O1)C(=O)NC1=CC(=NC=C1)C(=O)N)C1=C(C(=C(C=C1)F)F)OC (2S,3R,5R)-4-[[5-tert-Butyl-3-(3,4-difluoro-2-methoxyphenyl)tetrahydrofuran-2-carbonyl]amino]pyridin-2-carboxamid